[Ca+2].C(C)(C)(C)C1=C(C(C(=O)[O-])=CC(=C1)C(C)(C)C)O.C(C)(C)(C)C1=C(C(C(=O)[O-])=CC(=C1)C(C)(C)C)O 3,5-di-tert-butyl-salicylic acid calcium salt